OC(C)C1=C(C(=CC=C1)O)O 3-(1-hydroxyethyl)benzene-1,2-diol